N-(3-carbamoyl-phenyl)-2-(4,4-difluoroazepan-1-yl)-6-methoxy-pyridine-3-carboxamide C(N)(=O)C=1C=C(C=CC1)NC(=O)C=1C(=NC(=CC1)OC)N1CCC(CCC1)(F)F